C[C@H]1[C@H]([C@H]([C@@H]([C@H](O1)O[C@@H]2[C@H]([C@@H]([C@H](O[C@H]2O)CO)O)O)O)O)O The molecule is a glycosylglucose consisting of an beta-L-fucopyranose residue and a beta-D-glucopyranose residue joined in sequence by a (1->2) glycosidic bond. It derives from a beta-D-glucose and a beta-L-fucose.